ClC1=CC=C2C(NC(N(C2=C1)C1=CN=CS1)=O)=O 7-chloro-1-(thiazol-5-yl)quinazolin-2,4(1H,3H)-dione